FC(C=1OC(=CC1C(=O)NC1=NC(=NS1)CC(C)O)C1=CC(=CC=C1)C(F)(F)F)(F)F 2-(trifluoromethyl)-5-(3-(trifluoromethyl)phenyl)-N-(3-(2-hydroxypropyl)-1,2,4-thiadiazol-5-yl)furan-3-carboxamide